(S)-1-(Toluene-4-sulfonyl)-pyrrolidine-2-carboxylic acid (4,4-difluoro-cyclohexyl)-(4-ethyl-5-methyl-isoxazol-3-ylmethyl)-amide FC1(CCC(CC1)N(C(=O)[C@H]1N(CCC1)S(=O)(=O)C1=CC=C(C)C=C1)CC1=NOC(=C1CC)C)F